ClC1=NC(=C2N=C(N(C2=N1)C)C1=CCCCC1)N1CCOCC1 4-(2-chloro-8-(cyclohex-1-en-1-yl)-9-methyl-9H-purin-6-yl)morpholine